C[C@H]1CN(C[C@H](N1)C)C1=NC(N2C3=C(C(=C(C=C13)C(F)(F)F)C1=CC(=NS1)C(F)(F)F)SC[C@H](C2)OC)=O (S)-8-((3S,5R)-3,5-dimethylpiperazin-1-yl)-3-methoxy-10-(trifluoromethyl)-11-(3-(trifluoromethyl)isothiazol-5-yl)-3,4-dihydro-2H,6H-[1,4]thiazepino[2,3,4-ij]quinazolin-6-one